(S)-1-(3,4-difluorophenyl)ethan-1-amine FC=1C=C(C=CC1F)[C@H](C)N